3-(2,4-bis(docosyloxy)phenyl)propan-1-ol C(CCCCCCCCCCCCCCCCCCCCC)OC1=C(C=CC(=C1)OCCCCCCCCCCCCCCCCCCCCCC)CCCO